2-(2-methoxyethoxy)ethyl-amine COCCOCCN